3-Cyano-N-[4-(3-cyanophenyl)-5-(2,6-dimethyl-4-pyridyl)thiazol-2-yl]-3-methyl-pyrrolidine-1-carboxamide C(#N)C1(CN(CC1)C(=O)NC=1SC(=C(N1)C1=CC(=CC=C1)C#N)C1=CC(=NC(=C1)C)C)C